4-chloro-3-iodopyridine ClC1=C(C=NC=C1)I